NC=1C=C(OCCCCCOC2=CC(=CC=C2)N)C=CC1 1,5-bis(m-aminophenoxy)pentane